OCCC1=CC(=C(C=C1)C1C(NC(CC1)=O)=O)C 3-(4-(2-Hydroxyethyl)-2-methylphenyl)piperidine-2,6-dione